4-hydroxy-5-methoxybenzopyran OC1=CCOC2=C1C(=CC=C2)OC